tert-butyl (4Z)-3,3-difluoro-4-[[4-(methylamino)-2-methylsulfanyl-pyrimidin-5-yl] methylimino]-2H-quinoline-1-carboxylate FC\1(CN(C2=CC=CC=C2/C1=N/CC=1C(=NC(=NC1)SC)NC)C(=O)OC(C)(C)C)F